3-{[(1S)-1-([3,3'-bipyridin]-5-yl)ethyl]amino}-N-[(1S,2S)-2-hydroxycyclohexyl]-4-methylbenzamide N1=CC(=CC(=C1)[C@H](C)NC=1C=C(C(=O)N[C@@H]2[C@H](CCCC2)O)C=CC1C)C=1C=NC=CC1